O1C(OCCCC1)C(C1=CC2=C([SH+]C3=C2C=CC=C3)C=C1)C1=CC=C(C=C1)OC 2-[1,3-dioxepan-2-yl-(4-methoxyphenyl)methyl]dibenzothiophenium